ClC1=NC2=CC=C(C=C2C(=N1)N1[C@H](COCC1)C1CCCCC1)C=1C=C(C(N(C1)C)=O)C (S)-5-(2-chloro-4-(3-cyclohexylmorpholino)quinazolin-6-yl)-1,3-dimethylpyridin-2(1H)-one